CN1C(C(=C(C2=CC=CC=C12)N1CCC(=CC1)C=1C=NN(C1)C)C#N)=O 1-methyl-4-[4-(1-methyl-1H-pyrazol-4-yl)-3,6-dihydropyridin-1(2H)-yl]-2-oxo-1,2-dihydroquinoline-3-carbonitrile